6,8-dihydroxy-3,4-dihydroisoquinolin-2(1H)-acetate OC=1C=C2CCN(CC2=C(C1)O)CC(=O)[O-]